CO[C@@H]1CN(C[C@@H]1OC)C/C=C/C(=O)N1CCC(CC1)C=1C=CN2N=CN=C(C21)NC2=CC(=C(C=C2)OC2=CC1=C(N(C=N1)C)C=C2)C (E)-4-((3R,4S)-3,4-dimethoxypyrrolidin-1-yl)-1-(4-(4-((3-methyl-4-((1-methyl-1H-benzo[d]imidazol-5-yl)oxy)phenyl)amino)pyrrolo[2,1-f][1,2,4]triazin-5-yl)piperidin-1-yl)but-2-en-1-one